3-(3-((6-(pyridin-3-ylmethoxy)pyridin-3-yl)methyl)isoxazol-5-yl)pyridin N1=CC(=CC=C1)COC1=CC=C(C=N1)CC1=NOC(=C1)C=1C=NC=CC1